ClC=1C(=C(C(=CC1)C#N)C1=CN=C(C(=N1)C(=O)NC=1C=NN(C1)[C@H](C)C=1C=NC(=C(C1)C)N1C([C@@H]2C[C@@H]2C1)=O)C)F |o1:23| 6-(3-Chloro-6-cyano-2-fluorophenyl)-3-methyl-N-(1-((R or S)-1-(5-methyl-6-((1R,5S)-2-oxo-3-azabicyclo[3.1.0]hexan-3-yl)pyridin-3-yl)ethyl)-1H-pyrazol-4-yl)pyrazine-2-carboxamide